2,6-dimethoxy-p-benzoquinone COC=1C(C(=CC(C1)=O)OC)=O